diacetoacetate titanium [Ti+2].C(CC(=O)C)(=O)[O-].C(CC(=O)C)(=O)[O-]